Ethyl 2-(6-((3-carbamoyl-6-(2,6-difluorophenyl)pyridazin-4-yl)amino)pyridin-3-yl)-2-methylpropanoate C(N)(=O)C=1N=NC(=CC1NC1=CC=C(C=N1)C(C(=O)OCC)(C)C)C1=C(C=CC=C1F)F